(1R,3s,5S)-tert-butyl 3-(2-hydroxyethoxy)-8-azabicyclo[3.2.1]octane-8-carboxylate OCCOC1C[C@H]2CC[C@@H](C1)N2C(=O)OC(C)(C)C